3-(3-acetoxypropylthio)propyldimethoxymethylsilane C(C)(=O)OCCCSCCC[SiH2]C(OC)OC